Methyl (S)-3-((1-ethoxy-1-oxo-3-phenylpropan-2-yl)carbamoyl)but-3-enoate C(C)OC([C@H](CC1=CC=CC=C1)NC(=O)C(CC(=O)OC)=C)=O